3-[9H-fluoren-9-ylmethoxycarbonyl(methyl)amino]butanoic acid C1=CC=CC=2C3=CC=CC=C3C(C12)COC(=O)N(C(CC(=O)O)C)C